ClC1=NC(=C(C=C1F)C(F)(F)F)Cl 2,6-dichloro-3-fluoro-5-(trifluoromethyl)pyridine